S1C(=CC=C1)C(=O)NC=1C=C2C(=CNC2=CC1)C=1CC2CCCCN2CC1 5-(2-thienoyl)amino-3-(1,4,5,6,7,8,9-heptahydroquinolizin-2-yl)-1H-indole